4-([5-(2,5-DICHLOROPHENYL)-1,3-OXAZOL-2-YL]METHYLSULFANYL)-6-(4-METHYLPIPERAZIN-1-YL)-1,3,5-TRIAZIN-2-AMINE ClC1=C(C=C(C=C1)Cl)C1=CN=C(O1)CSC1=NC(=NC(=N1)N1CCN(CC1)C)N